2-[2-(2,2-difluoroethoxy)ethoxy]-1,1,1-trifluoroethane FC(COCCOCC(F)(F)F)F